ClC=1C=CC(=C(C1)C1=NN(C=C1NC(=O)C=1C=NN2C1N=CC=C2)CC(=O)NC(CO)C)OC N-(3-(5-chloro-2-methoxyphenyl)-1-(2-(1-hydroxypropan-2-ylamino)-2-oxoethyl)-1H-pyrazol-4-yl)pyrazolo[1,5-a]pyrimidine-3-carboxamide